(((7-((tert-butoxycarbonyl)(3-nitrobenzyl)amino)-3-isopropylpyrazolo[1,5-a]pyrimidin-5-yl)amino)methyl-tert-butyl)-3-fluoropiperidine-1-carboxylic acid tert-butyl ester C(C)(C)(C)OC(=O)N1C(C(CCC1)F)C(CCNC1=NC=2N(C(=C1)N(CC1=CC(=CC=C1)[N+](=O)[O-])C(=O)OC(C)(C)C)N=CC2C(C)C)(C)C